(S)-4-(3-bromo-5-(3-(trifluoromethyl)phenylsulfonyl)-6a,7,9,10-tetrahydro-5H-pyrazino[1,2-a]pyrido[3,2-e]pyrazin-8(6H)-yl)-4-oxobutanoic acid BrC1=CC=2N(C[C@H]3N(C2N=C1)CCN(C3)C(CCC(=O)O)=O)S(=O)(=O)C3=CC(=CC=C3)C(F)(F)F